C(C)(=O)C1=CCCCC1 2-Acetylcyclohex-1-en